C1(CC1)N1N=C(C=C1C(=O)O)C(F)(F)F 1-cyclopropyl-3-(trifluoromethyl)-1H-pyrazole-5-carboxylic acid